1-(2-(methylthio)propanoyl)-4-(p-tolyl)-1H-imidazol CSC(C(=O)N1C=NC(=C1)C1=CC=C(C=C1)C)C